CN(C1=CC=C(C=N1)C1=CC(=NC=C1)N(C(=O)[C@@H]1CC[C@H](CC1)O)C[C@@H]1CC[C@H](CC1)C1=CC(=C(C=C1)OC)C)C trans-N-(6-(Dimethylamino)-[3,4'-bipyridin]-2'-yl)-4-hydroxy-N-((trans-4-(4-methoxy-3-methylphenyl)cyclohexyl)methyl)cyclohexanecarboxamide